CN1C=C(C2=CC=CC=C12)C=NNC1=C2N=CN(C2=NC(=N1)N1CCOCC1)C1=CC=CC=C1 4-(6-(2-((1-methyl-1H-indol-3-yl)methylene)hydrazinyl)-9-phenyl-9H-purin-2-yl)morpholine